(2S,3R)-3-[p-(methylsulfonyl)phenyl]3-hydroxy-2-amino-propanoic acid CS(=O)(=O)C1=CC=C(C=C1)[C@H]([C@@H](C(=O)O)N)O